2-oxo-N-(3-(trifluoromethyl)phenyl)-1,2,3,4-tetrahydroquinoline-6-sulfonamide O=C1NC2=CC=C(C=C2CC1)S(=O)(=O)NC1=CC(=CC=C1)C(F)(F)F